NC1=CC=C(C=C1)OC(CCCCC(=O)OC1=CC=C(C=C1)N)=O.C1(CC1)C1=CC(=C(C(=O)NC=2C=CC=3N(C2)C(=CN3)[N+](=O)[O-])C=C1C(F)(F)F)OC1=C(C=C(C=C1)F)C 4-cyclopropyl-2-(4-fluoro-2-methylphenoxy)-N-(3-nitroimidazo[1,2-a]pyridin-6-yl)-5-(trifluoromethyl)benzamide di(4-aminophenyl)adipate